3,8-diaza-6-thiabicyclo[3.2.1]octane C12CNCC(SC1)N2